3-(3-methyl-1H-1,2,4-triazol-1-yl)benzoic acid CC1=NN(C=N1)C=1C=C(C(=O)O)C=CC1